C(C)(=O)N1C(C(C2=CC=CC=C12)=O)=CC=1SC2=C(N1)C=CC=C2 2-((1-acetyl-3-oxoindolin-2-ylidene)methyl)benzo[d]thiazol